C(C)(C)(C)OC(=O)N1C[C@@](CC(C1)(C)C)(O)C (R)-N-tert-butyloxycarbonyl-3,5,5-trimethyl-3-hydroxypiperidine